5-(2,4-dihydroxybenzylidene)-1-methyl-3-octyl-2-selenoxoimidazolidin-4-one OC1=C(C=C2C(N(C(N2C)=[Se])CCCCCCCC)=O)C=CC(=C1)O